CN(C)C=NC1=CC=C(CCC(C(=O)N)CC)C=C1 (4-(((dimethylamino)methylene)amino)phenethyl)butanamide